C(C)(C)(C)OC(=O)N1CC(C1)(C)[C@@](C1=CC(=CC=C1)N1CCNCC1)(C1=CC=C(C=C1)C(C)C)O 3-[(S)-Hydroxy-(4-isopropyl-phenyl)-(3-piperazin-1-yl-phenyl)-methyl]-3-methyl-azetidine-1-carboxylic acid tert-butyl ester